ClC=1C(=C(C=C(C1)Cl)C(C)(C)NC(=O)[C@@H]1CN[C@@H](CO1)CO)F (2S,5R)-N-(2-(3,5-dichloro-2-fluorophenyl)propan-2-yl)-5-(hydroxymethyl)morpholine-2-carboxamide